(1R,3R,5R)-ethyl 2-(3-(methylsulfonyl)benzoyl)-2-azabicyclo[3.1.0]hexane-3-carboxylate CS(=O)(=O)C=1C=C(C(=O)N2[C@@H]3C[C@@H]3C[C@@H]2C(=O)OCC)C=CC1